1-{4-[5-(2-Chloro-biphenyl-4-yl)-[1,2,4]-oxadiazol-3-yl]-benzyl}-4-pyridin-3-ylmethyl-piperidine-4-carboxylic acid ClC1=C(C=CC(=C1)C1=NC(=NO1)C1=CC=C(CN2CCC(CC2)(C(=O)O)CC=2C=NC=CC2)C=C1)C1=CC=CC=C1